5-[4-(3-quinolylamino)-2-pyrimidinylamino]-2-[(1r,3r)-3-(dimethylamino)cyclobutoxy]benzonitrile N1=CC(=CC2=CC=CC=C12)NC1=NC(=NC=C1)NC=1C=CC(=C(C#N)C1)OC1CC(C1)N(C)C